3-(benzyloxymethyl)-1-[(1R)-1-[(1S)-1-[[bis(4-methoxyphenyl)-phenyl-methoxy]methyl]-1-(hydroxymethyl)-2-triisopropylsilyloxy-ethoxy]-2-hydroxy-ethyl]-5-methyl-pyrimidine-2,4-dione C(C1=CC=CC=C1)OCN1C(N(C=C(C1=O)C)[C@@H](CO)O[C@@](CO[Si](C(C)C)(C(C)C)C(C)C)(CO)COC(C1=CC=CC=C1)(C1=CC=C(C=C1)OC)C1=CC=C(C=C1)OC)=O